NC=1C=2N(C3=CC(=C(C=C3N1)F)C(=O)N(CC1=NC=C(C=C1)C(F)(F)F)C1=CC=CC=C1)C=NC2 4-amino-7-fluoro-N-phenyl-N-((5-(trifluoromethyl)pyridin-2-yl)methyl)imidazo[1,5-a]quinoxaline-8-carboxamide